3-(1,3-dioxolan-2-yl)benzene-1,2-diamine O1C(OCC1)C1=C(C(=CC=C1)N)N